C1(=CC=CC=C1)P(C=1N(C=CC1)C1=C(C/C(/C(=O)OCC)=C\C2=CC=CC=C2)C=CC=C1)C1=CC=CC=C1 Ethyl (E)-2-(2-(2-(diphenylphosphino)-1H-pyrrol-1-yl) benzyl)-3-phenylacrylate